D-Threose O=C[C@@H](O)[C@H](O)CO